FC1=CC=C(C=2NC(=NC21)C(=O)O)F 4,7-difluoro-1H-benzo[d]imidazole-2-carboxylic acid